N4,N4-diethyl-2-((4-(ethylsulfonyl)phenyl)thio)-5-methoxy-N6-(5-methyl-1H-pyrazol-3-yl)pyrimidine-4,6-diamine C(C)N(C1=NC(=NC(=C1OC)NC1=NNC(=C1)C)SC1=CC=C(C=C1)S(=O)(=O)CC)CC